S1CCC(=CC1)B(O)O (3,6-dihydro-2H-thiopyran-4-yl)-boronic acid